CCCCCCCCCCCCCCCCCCCCCCBr bromodocosane